tert-butyl 2-((2'-(5-aminopentyl)-[1,1'-biphenyl]-3-yl)methyl)-3-(methyl-sulfonamido)piperidine-1-carboxylate NCCCCCC1=C(C=CC=C1)C1=CC(=CC=C1)CC1N(CCCC1NS(=O)(=O)C)C(=O)OC(C)(C)C